6-fluoro-10-(4-methoxybenzoyl)-9-nitro-1,2,3,4-tetrahydropyrimidino[1,2-a]indole FC1=CC=C(C=2C(=C3N(C12)CCCN3)C(C3=CC=C(C=C3)OC)=O)[N+](=O)[O-]